C(C)(=O)N1[C@H](CCC2=CC(=CC=C12)C=1C=C(C=CC1)NC(CNC(=O)C1=C(C=2N=C(N=C(C2S1)N1CCOCC1)C=1C=NC(=NC1)N)C)=O)C (S)-N-(2-((3-(1-Acetyl-2-methyl-1,2,3,4-tetrahydroquinolin-6-yl)phenyl)amino)-2-oxoethyl)-2-(2-aminopyrimidin-5-yl)-7-methyl-4-morpholinothieno[3,2-d]pyrimidine-6-carboxamide